NC=1C2=C(N=C(N1)[2H])C(=CC(=N2)C2=CC(=CC=C2)C#C[C@]2(C(N(CC2)C)=O)O)C2N(CC2)C(=O)OC(C)(C)C tert-Butyl 2-(4-amino-6-(3-(((R)-3-hydroxy-1-methyl-2-oxopyrrolidin-3-yl)ethynyl)phenyl)pyrido[3,2-d]pyrimidin-8-yl-2-d)azetidine-1-carboxylate